FC(CNC1=NC(C(=C2N1C=CC(=C2)C(F)(F)F)C2=C(C=CC=C2)C)=O)F 1-((2,2-Difluoroethyl)amino)-4-(o-tolyl)-6-(trifluoromethyl)-3H-pyrido[1,2-c]pyrimidin-3-one